(R)-5-(4-((2-ethyl-8-methyl-3-oxo-3,4-dihydroquinoxalin-6-yl)methyl)piperazin-1-yl)-6-methyl-N-(tetrahydrofuran-3-yl)picolinamide C(C)C1=NC2=C(C=C(C=C2NC1=O)CN1CCN(CC1)C=1C=CC(=NC1C)C(=O)N[C@H]1COCC1)C